N1=C2C(=CC=C1)CN(C2)C=2N(C(C1=CC(=CC(=C1C2)C(C)NC2=C(C(=O)O)C=CC=C2)C)=O)C 2-((1-(3-(5,7-dihydro-6H-pyrrolo[3,4-b]pyridin-6-yl)-2,7-dimethyl-1-oxo-1,2-dihydroisoquinolin-5-yl)ethyl)amino)benzoic acid